C(C)(C)C1(C=CC=C1)[MoH2]C1(C=CC=C1)C(C)C bis(isopropylcyclopentadienyl)molybdenum dihydride